2,6-divinylbenzaldehyde C(=C)C1=C(C=O)C(=CC=C1)C=C